[Si](C)(C)(C(C)(C)C)OC/C=C/C=1C=C2C(N(C(C2=CC1)=O)C1C(NC(CC1)=O)=O)=O 5-[(1E)-3-[(tert-butyldimethylsilyl)oxy]prop-1-en-1-yl]-2-(2,6-dioxopiperidin-3-yl)isoindole-1,3-dione